pyridinoxyacetic acid N1=C(C=CC=C1)OCC(=O)O